2-acetamido-2-deoxy-3,4,6-triacetyl-1-chloro-alpha-D-glucopyranose C(C)(=O)N[C@H]1[C@@](O)(O[C@@H]([C@]([C@@]1(O)C(C)=O)(O)C(C)=O)C(O)C(C)=O)Cl